FC1(CCC2=C1N=C(N=C2C=2C=C(C=CC2)[C@@H](C)NS(=O)(=O)C)N2[C@H]([C@@H](C2)O)C)F N-[(1R)-1-[3-[7,7-difluoro-2-[(2S,3R)-3-hydroxy-2-methyl-azetidin-1-yl]-5,6-dihydrocyclopenta[d]pyrimidin-4-yl]phenyl]ethyl]methanesulfonamide